dimethyl-formamidopropane sodium [Na].CC(CC)(NC=O)C